N-(2-ethynyl-thiazol-4-yl)-4-(4-(imidazo[1,2-a]pyridin-8-yl)phenyl)piperazine-1-carboxamide C(#C)C=1SC=C(N1)NC(=O)N1CCN(CC1)C1=CC=C(C=C1)C=1C=2N(C=CC1)C=CN2